C(C1=CC=CC=C1)SC=1C=C(C2=C(OCCO2)C1)F 7-(benzylthio)-5-fluoro-2,3-dihydrobenzo[b][1,4]dioxin